OC1C(NC1)=O 3-hydroxyazetidin-2-one